r-ethyl isobutyrate C(C(C)C)(=O)OCC